C(C)(C)OCCCNCCCC=1NC=CN1 N-(3-(isopropoxy)propyl)-3-(imidazolyl)propan-1-amine